COC(=O)C1=NC=C(C(=C1)C)C=1N=C(C2=CN=C(C=C2C1)NC(=O)[C@@H]1[C@H](C1)C=1C=NN(C1)C)N 5-(1-amino-6-((1S,2S)-2-(1-methyl-1H-pyrazol-4-yl)cyclopropane-1-carboxamido)-2,7-naphthyridin-3-yl)-4-methylpyridine-2-carboxylic acid methyl ester